CCCCCCCCCCCCCCCCCC(=O)OC[C@H](COP(=O)([O-])OCC[N+](C)(C)C)OC(=O)CCCCCCC/C=C\C/C=C\CCCCC 1-octadecanoyl-2-(9Z,12Z-octadecadienoyl)-sn-glycero-3-phosphocholine